4-(4-(2,5-Diazabicyclo[2.2.2]octan-2-yl)-8-fluoro-2-((tetrahydro-1H-pyrrolizin-7a(5H)-yl)methoxy-d2)pyrido[4,3-d]pyrimidin-7-yl)-5,6-difluoronaphthalen-2-ol C12N(CC(NC1)CC2)C=2C1=C(N=C(N2)OC([2H])([2H])C23CCCN3CCC2)C(=C(N=C1)C1=CC(=CC2=CC=C(C(=C12)F)F)O)F